BrC=1C=CCN(C1)C(F)F 5-bromo-1-(difluoromethyl)pyridin